C(C1=CC=CC=C1)(=O)OC[C@H]([C@H]([C@@H]([C@@H](COC(C1=CC=CC=C1)=O)O)O)O)O (2r,3r,4r,5r)-2,3,4,5-tetrahydroxyhexane-1,6-diyl dibenzoate